methyl 2-fluoro-6-[4-(trifluoromethyl)pyrazol-yl]pyridine-3-carboxylate FC1=NC(=CC=C1C(=O)OC)C1=NNC=C1C(F)(F)F